(1-ethyl-7,9-difluoro-4,4-dimethyl-5H-[1,2,4]triazolo[4,3-a]quinoxalin-8-yl)methanol C(C)C1=NN=C2N1C1=C(C(=C(C=C1NC2(C)C)F)CO)F